5-((tert-butoxycarbonyl)amino)pyridine C(C)(C)(C)OC(=O)NC=1C=CC=NC1